N-[(6-chloro-8-hydroxy-5-nitroquinolin-7-yl)(4-methoxyphenyl)methyl]pentanamide ClC=1C(=C2C=CC=NC2=C(C1C(NC(CCCC)=O)C1=CC=C(C=C1)OC)O)[N+](=O)[O-]